ε-(γ-Glutamyl)-Lysine N[C@@H](CCC(=O)C(CCC[C@H](N)C(=O)O)N)C(=O)O